BrC=1C(=CC(=NC1)C)CC1(CCN(CC1)C(=O)OC(C)(C)C)C#N tert-butyl 4-[(5-bromo-2-methyl-4-pyridyl)methyl]-4-cyano-piperidine-1-carboxylate